sodium meta-benzenedisulfonate C1(=CC(=CC=C1)S(=O)(=O)[O-])S(=O)(=O)[O-].[Na+].[Na+]